[C@@H]1([C@@H](CCCC1)N)N |r| racemic-trans-1,2-cyclohexanediamine